C(C)(C)(C)OC(=O)O[C@@H]1[C@H]([C@H](N(C1)C(=O)OC(C)(C)C)CC1=CC=C(C=C1)OC)OC(=O)OC1=CC=C(C=C1)[N+](=O)[O-] tert-butyl (2R,3S,4S)-4-[(tert-butoxycarbonyl)oxy]-2-[(4-methoxyphenyl) methyl]-3-[(4-nitrophenoxycarbonyl)oxy]pyrrolidine-1-carboxylate